(S)-5-(aminomethyl)pyrrolidine NC[C@@H]1CCCN1